1-(9-bromo-5-(piperidin-1-yl)-[1,2,4]triazolo[1,5-c]quinazolin-7-yl)ethan-1-one BrC1=CC=2C=3N(C(=NC2C(=C1)C(C)=O)N1CCCCC1)N=CN3